N,N-Di-n-butylamino-methyltrimethoxysilan C(CCC)N(CCCC)CO[Si](OC)(OC)C